(1R,3S,SR)-2-(tert-Butoxycarbonyl)-5-((2,2-difluoropent-4-enamido)methyl)-2-azabicyclo[3.1.0]hexane-3-carboxylic Acid C(C)(C)(C)OC(=O)N1[C@@H]2C[C@]2(C[C@H]1C(=O)O)CNC(C(CC=C)(F)F)=O |&1:10|